C(\C=C\C)(=O)O (E)-butan-2-enoic acid